C(CCCC)(=O)N([C@@H](C(C)C)C(=O)O)CC1=CC=C(C=C1)C1=C(C=CC=C1)C1=NN=NN1 N-(1-pentanoyl)-N-[4-[2-(1H-tetrazol-5-yl)phenyl]benzyl]-L-valine